N-[5-{4-(trifluoromethyl)phenoxy}-2,3-dihydrobenzofuran-3-yl]acrylamide FC(C1=CC=C(OC=2C=CC3=C(C(CO3)NC(C=C)=O)C2)C=C1)(F)F